ClC=1N=CC(=NC1)CNC(=O)C1=C(C2=C(CC(C3=CN(N=C23)C[C@@H]2OCCOC2)C)O1)C(F)(F)F N-[(5-Chloropyrazin-2-yl)methyl]-2-{[(2S)-1,4-dioxan-2-yl]methyl}-4-methyl-8-(trifluoromethyl)-4,5-dihydro-2H-furo[2,3-g]indazole-7-carboxamide